ClC=1C=C2CCNCC2=CC1OC 6-chloro-7-methoxy-1,2,3,4-tetrahydroisoquinoline